tert-butyl (R)-4-(1-(3-amino-6-(2-hydroxyphenyl)pyridazin-4-yl)-1H-pyrazol-4-yl)-3,3-difluoropiperidine-1-carboxylate NC=1N=NC(=CC1N1N=CC(=C1)[C@@H]1C(CN(CC1)C(=O)OC(C)(C)C)(F)F)C1=C(C=CC=C1)O